COC(=O)C=1SC=C(C1NC(C[NH+]1CCCCCC1)=O)C 1-(2-((2-(methoxycarbonyl)-4-methylthiophen-3-yl)amino)-2-oxoethyl)azepan-1-ium